N-(1-(4-(difluoromethyl)benzyl)-3-methyl-1H-pyrrolo[2,3-b]pyridin-5-yl)acrylamide FC(C1=CC=C(CN2C=C(C=3C2=NC=C(C3)NC(C=C)=O)C)C=C1)F